o-Chlorophenylacetonitrile ClC1=C(C=CC=C1)CC#N